O(P(OC\C=C(/C)\CCC=C(C)C)(=O)OP(=O)([O-])[O-])C\C=C(/C)\CCC=C(C)C digeranyl pyrophosphate